NC=1C=CC(=C(C(=O)OC)C1)C=1C=NN(C1)C1CCC1 methyl (5-amino-2-(1-cyclobutylpyrazol-4-yl) benzoate)